[(3S)-3-piperidyl]methyl 6-[5-(6-methyl-2-pyridyl)-1H-pyrazol-4-yl]quinoline-3-carboxylate CC1=CC=CC(=N1)C1=C(C=NN1)C=1C=C2C=C(C=NC2=CC1)C(=O)OC[C@@H]1CNCCC1